C(C)(C)(C)C=1C=C(N(N1)C1=CC=C(C=C1)C)NC(=O)NC1=CC=C(C2=CC=CC=C12)CCCN1CSCC1 1-[5-tert-butyl-2-p-tolyl-2H-pyrazol-3-yl]-3-[4-(3-thiazolidine-3-yl-propyl)naphthalen-1-yl]-urea